(Z)-3-(5-fluoro-1-(4-isopropylbenzyl)-2-methyl-1H-inden-3-yl)propionitrile FC=1C=C2C(=C(C(C2=CC1)CC1=CC=C(C=C1)C(C)C)C)CCC#N